rac-((R)-2-(((2R,3S,4R,5R)-5-(6-chloro-4-(cyclopentylamino)-1H-pyrazolo[3,4-b]pyridin-1-yl)-3,4-dihydroxytetrahydrofuran-2-yl)methoxy)-1-hydroxypropan-2-yl)phosphonic acid ClC1=CC(=C2C(=N1)N(N=C2)[C@H]2[C@@H]([C@@H]([C@H](O2)CO[C@](CO)(C)P(O)(O)=O)O)O)NC2CCCC2 |r|